SC1=NN=C(S1)CC(=S)O 5-mercapto-1,3,4-thiadiazol-2-ylthioacetic acid